8-[(2s,5r)-2-ethyl-4-[(4-fluorophenyl)[5-(trifluoromethyl)pyridin-2-yl]methyl]-5-methylpiperazin-1-yl]-5-methyl-6-oxo-5,6-dihydro-1,5-naphthyridine-2-carbonitrile C(C)[C@@H]1N(C[C@H](N(C1)C(C1=NC=C(C=C1)C(F)(F)F)C1=CC=C(C=C1)F)C)C1=CC(N(C=2C=CC(=NC12)C#N)C)=O